(2S,4r)-4-hydroxy-1-[(2S)-2-[4-[(1-hydroxycyclohexyl)methyl]triazol-1-yl]-3,3-dimethyl-butyryl]-N-methyl-pyrrolidine-2-carboxamide O[C@@H]1C[C@H](N(C1)C([C@H](C(C)(C)C)N1N=NC(=C1)CC1(CCCCC1)O)=O)C(=O)NC